3-Cis-(difluoromethoxy)cyclobutanecarboxylic acid methyl ester COC(=O)C1(CCC1)OC(F)F